C(C)N(C(=O)C=1N=C(SC1)C=1C=NN(C1)C1=NC=CC=C1)[C@@H]1CNCC1 N-ethyl-2-[1-(pyridin-2-yl)-1H-pyrazol-4-yl]-N-[(3S)-pyrrolidin-3-yl]-1,3-thiazole-4-carboxamide